4-(4-ethoxy-2-methyl-phenyl)-5-[4-[(3S)-1-(3-fluoropropyl)pyrrolidin-3-yl]oxyphenyl]-2,3-dihydro-1-benzothiepin-8-ol C(C)OC1=CC(=C(C=C1)C=1CCSC2=C(C1C1=CC=C(C=C1)O[C@@H]1CN(CC1)CCCF)C=CC(=C2)O)C